3-{[7-(5-Methyl-1,2,4-oxadiazol-3-yl)isoquinolin-1-yl]amino}-N-{4-propoxy-[1,3]thiazolo[5,4-c]pyridin-2-yl}propenamide CC1=NC(=NO1)C1=CC=C2C=CN=C(C2=C1)NC=CC(=O)NC=1SC=2C(=NC=CC2N1)OCCC